2-(4-Hydroxy-piperidin-1-yl)-1-propyl-8-[1-(3-trifluoromethyl-benzyl)-1H-pyrazol-4-yl]-1,7-dihydro-purin-6-one OC1CCN(CC1)C=1N(C(C=2NC(=NC2N1)C=1C=NN(C1)CC1=CC(=CC=C1)C(F)(F)F)=O)CCC